C(CCCCCCC)(=O)OCC(C)OC(CCCCCCC)=O Propylen Glycol Dicaprylate